(S)-3-(4-hydroxyphenyl)-2-(2-((S)-1-palmitoylpyrrolidin-2-amido)acetylamino)propionic acid OC1=CC=C(C=C1)C[C@@H](C(=O)O)NC(CNC(=O)[C@H]1N(CCC1)C(CCCCCCCCCCCCCCC)=O)=O